C(C1=CC=CC=C1)OC(CN(C)CC1(CCN(CC1)C(=O)OC(C)(C)C)F)=O tert-butyl 4-[[(2-benzyloxy-2-oxo-ethyl)-methyl-amino]methyl]-4-fluoro-piperidine-1-carboxylate